tert-butyl N-[[4-[[3-nitro-6-(trifluoromethyl)-2-pyridyl]amino]phenyl]methyl]carbamate [N+](=O)([O-])C=1C(=NC(=CC1)C(F)(F)F)NC1=CC=C(C=C1)CNC(OC(C)(C)C)=O